5-[4-amino-2-(3,4-difluoroanilino)thiazole-5-carbonyl]isoxazole-3-carboxylic acid Ethyl-5-[4-amino-2-(3,4-difluoroanilino)thiazole-5-carbonyl]isoxazole-3-carboxylate C(C)OC(=O)C1=NOC(=C1)C(=O)C1=C(N=C(S1)NC1=CC(=C(C=C1)F)F)N.NC=1N=C(SC1C(=O)C1=CC(=NO1)C(=O)O)NC1=CC(=C(C=C1)F)F